N-((1H-pyrazol-4-yl)methyl)-4-(1-propionyl-indolin-5-yl)benzamide N1N=CC(=C1)CNC(C1=CC=C(C=C1)C=1C=C2CCN(C2=CC1)C(CC)=O)=O